NC1=C(N=CC(=N1)N1CCC2(CC1)[C@@H](C1=CC=CC=C1C2)N)SC2=C(C(=NC=C2)OC)Cl (S)-1'-(6-amino-5-((3-chloro-2-methoxypyridin-4-yl)thio)pyrazin-2-yl)-1,3-dihydrospiro[indene-2,4'-piperidin]-1-amine